C(C)OC(C=C)=O.CNS(=O)(=O)F (N-methyl-perfluorosulfonamide) ethyl-acrylate